N-(1-cyano-2-ethylperoxyethyl)-3-trifluoromethylbenzamide C(#N)C(COOCC)NC(C1=CC(=CC=C1)C(F)(F)F)=O